BrC=1C=NC(=NC1)N(C)CC1CC1 5-bromo-N-(cyclopropylmethyl)-N-methylpyrimidine-2-amine